Iodine tyrosine N[C@@H](CC1=CC=C(C=C1)O)C(=O)O.[I]